(S)-7-(3-chloro-6-(difluoromethoxy)-2-fluorophenyl)-5-oxo-2,3,5,8,9,9a-hexahydro-1H-pyrrolo[1,2-a]azepine-3-carboxylate ClC=1C(=C(C(=CC1)OC(F)F)C=1CCC2N(C(C1)=O)[C@@H](CC2)C(=O)[O-])F